3-((1-(6-((tert-butoxycarbonyl)amino)hexan-2-yl)-7-(2-oxopiperidin-3-yl)-1H-benzo[d]imidazol-2-yl)carbamoyl)benzoic acid C(C)(C)(C)OC(=O)NCCCCC(C)N1C(=NC2=C1C(=CC=C2)C2C(NCCC2)=O)NC(=O)C=2C=C(C(=O)O)C=CC2